FC(S(=O)(=O)OC1=C(C(=C(C=C1)C1=CC2=C(N=C(N=C2)SC)N(C1=O)C(C)C)F)F)(F)F 2,3-difluoro-4-(8-isopropyl-2-(methylthio)-7-oxo-7,8-dihydropyrido[2,3-d]pyrimidin-6-yl)phenyl trifluoromethanesulfonate